CN1C(CNCC1)C(F)(F)F 1-methyl-2-trifluoromethylpiperazine